(S)-1-(dimethylamino)-3-(2-(3-methoxyphenethyl)phenoxy)propan-2-ol CN(C[C@@H](COC1=C(C=CC=C1)CCC1=CC(=CC=C1)OC)O)C